ClC=1C=C2N=CC(=NC2=CC1)SC1=NC2=CC=C(C=C2N=C1)Cl di(6-chloro-quinoxalin-2-yl) thioether